FC=1C=2N(C=CC1)N=C(C2)[C@@H]2N(CCC1=C2N=CN1)C(=O)C1=CN=C(O1)C1=NN(C=C1)C (R)-(4-(4-fluoropyrazolo[1,5-a]pyridin-2-yl)-1,4,6,7-tetrahydro-5H-imidazo[4,5-c]pyridin-5-yl)(2-(1-methyl-1H-pyrazol-3-yl)oxazol-5-yl)methanone